OC1=NC=C(C2=CC=CC=C12)C(C)NCCC(=O)NC 3-(1-(1-hydroxyisoquinolin-4-yl)ethylamino)-N-methylpropanamide